(2S,4r)-1-[(2S)-2-(4-cyclopropyl-triazol-1-yl)-3,3-dimethyl-butyryl]-N-[3-(dimethylamino)-4-methyl-pentyl]-4-hydroxy-pyrrolidine-2-carboxamide C1(CC1)C=1N=NN(C1)[C@H](C(=O)N1[C@@H](C[C@H](C1)O)C(=O)NCCC(C(C)C)N(C)C)C(C)(C)C